tert-butyl (3S)-3-({6-cyclopropyl-2-(ethylsulfanyl)-7-[6-fluoro-5-methyl-2-(triphenylmethyl)-2H-indazol-4-yl]-8-[(1S)-1-phenylethoxy]quinolin-4-yl}oxy)pyrrolidine-1-carboxylate C1(CC1)C=1C=C2C(=CC(=NC2=C(C1C=1C2=CN(N=C2C=C(C1C)F)C(C1=CC=CC=C1)(C1=CC=CC=C1)C1=CC=CC=C1)O[C@@H](C)C1=CC=CC=C1)SCC)O[C@@H]1CN(CC1)C(=O)OC(C)(C)C